The molecule is tetraanion of 6-hydroxycyclohex-1-ene-1-carbonyl-CoA arising from deprotonation of phosphate and diphosphate functions. It is a conjugate base of a 6-hydroxycyclohex-1-ene-1-carbonyl-CoA. CC(C)(COP(=O)([O-])OP(=O)([O-])OC[C@@H]1[C@H]([C@H]([C@@H](O1)N2C=NC3=C(N=CN=C32)N)O)OP(=O)([O-])[O-])[C@H](C(=O)NCCC(=O)NCCSC(=O)C4=CCCCC4O)O